S1C=NC2=C1C=CC(=C2)S(=O)(=O)N2C=C(C=C2C2=C(C=CC=C2)F)CNC {[1-(1,3-benzothiazole-5-sulfonyl)-5-(2-fluorophenyl)-1H-pyrrol-3-yl]methyl}(methyl)amine